S1C2=C(C(=C1)CC(=O)O)C=CC=C2 benzo[b]thiophen-3-acetic acid